C(#N)C=1C=NC(=NC1)N1C[C@H](N([C@H](C1)C)C(=O)NCCC1CCN(CC1)CC1=CC=C(C=C1)B(O)O)C (4-{[4-(2-{[(2R,6S)-4-(5-cyanopyrimidin-2-yl)-2,6-dimethylpiperazine-1-carbonyl]amino}ethyl)piperidin-1-yl]methyl}phenyl)boronic acid